N-methoxymethyl-(methacrylamide) COCNC(C(=C)C)=O